3-[4-(4-amino-2,6-difluorophenoxy)-1-{[2-(trimethylsilyl)ethoxy]methyl}-1H-pyrrolo[2,3-b]pyridin-3-yl]propanenitrile NC1=CC(=C(OC2=C3C(=NC=C2)N(C=C3CCC#N)COCC[Si](C)(C)C)C(=C1)F)F